5-amino-N-(2,4-dimethoxybenzyl)-2-(2H-pyrazolo[3,4-c]pyridin-2-yl)benzenesulfonamide NC=1C=CC(=C(C1)S(=O)(=O)NCC1=C(C=C(C=C1)OC)OC)N1N=C2C=NC=CC2=C1